BrC=1C(=CC2=C(SC(=C2)C(=O)N)C1)OC(F)F 6-bromo-5-(difluoromethoxy)benzo[b]thiophene-2-carboxamide